C(#N)C=1C(=C(C(=NC1)C(=O)N)C)C 5-cyano-3,4-dimethylpicolinamide